N(=[N+]=[N-])N[C@H](CCCC)C(=O)O E-azido-D-norleucine